3-amino-5-fluoro-6-methyl-N-[(6S)-2-(piperazin-1-yl)-5,6,7,8-tetrahydroquinolin-6-yl]thieno[2,3-b]pyridine-2-carboxamide NC1=C(SC2=NC(=C(C=C21)F)C)C(=O)N[C@@H]2CC=1C=CC(=NC1CC2)N2CCNCC2